propanal-O-(2-oxo-2-(4-(5-(trifluoromethyl)pyridin-2-yl)piperazin-1-yl)ethyl) oxime O=C(CON=CCC)N1CCN(CC1)C1=NC=C(C=C1)C(F)(F)F